(2-hydroxy-propan-2-yl)-3-(N-(2-(piperidin-1-yl)-5-(trifluoromethyl)phenyl)sulfamoyl)benzoic acid OC(C)(C)C1=C(C(=O)O)C=CC=C1S(NC1=C(C=CC(=C1)C(F)(F)F)N1CCCCC1)(=O)=O